BrC=1C(=NN(C1)C1=CC=C(C=N1)NC(OC(C)(C)C)=O)C#N Tert-Butyl N-[6-(4-Bromo-3-Cyano-Pyrazol-1-yl)-3-Pyridyl]Carbamate